6-[5-[2-[(4-fluoro-1-methyl-6,7-dihydro-5H-cyclopenta[c]pyridin-6-yl)methylamino]ethyl]-5-methyl-2-oxo-1,3-oxazolidin-3-yl]-4H-pyrazino[2,3-b][1,4]oxazin-3-one FC=1C2=C(C(=NC1)C)CC(C2)CNCCC2(CN(C(O2)=O)C2=NC1=C(OCC(N1)=O)N=C2)C